(1S,2R)-2-(((S)-1-(2-(4'-Fluoro-2'-(4-methyl-4H-1,2,4-triazol-3-yl)-[1,1'-biphenyl]-3-yl)-7-(trifluoromethyl)benzo[d]oxazol-5-yl)ethyl)amino)cyclopentan-1-ol FC1=CC(=C(C=C1)C1=CC(=CC=C1)C=1OC2=C(N1)C=C(C=C2C(F)(F)F)[C@H](C)N[C@H]2[C@H](CCC2)O)C2=NN=CN2C